C1(=CC=CC=C1)P(CC(C(=O)O)CP(C1=CC=CC=C1)C1=CC=CC=C1)C1=CC=CC=C1 3-(diphenylphosphino)-2-((diphenylphosphino)methyl)propionic acid